6-((Exo-8-azabicyclo[3.2.1]oct-3-yl)oxy)-N-(4-([1,2,4]triazolo[1,5-a]pyridin-7-yloxy)-3-methylphenyl)pyrido[3,4-d]pyrimidin-4-amine hydrochloride Cl.C12CC(CC(CC1)N2)OC2=CC1=C(N=CN=C1NC1=CC(=C(C=C1)OC1=CC=3N(C=C1)N=CN3)C)C=N2